perfluoro-cyclobutane FC1(C(C(C1(F)F)(F)F)(F)F)F